4-{[{(1R)-1-[3,5-Diethoxy-4-(1-Hydroxyethyl)Phenyl]Ethyl}(4-Phenylbutyl)Carbamoyl]Amino}Oxane-4-Carboxylic Acid C(C)OC=1C=C(C=C(C1C(C)O)OCC)[C@@H](C)N(C(=O)NC1(CCOCC1)C(=O)O)CCCCC1=CC=CC=C1